C(C)C(CS(=O)(=O)C=1C=C(C(=NC1)C(=O)OC)C(=O)OC)CCCC Dimethyl 5-(2-ethylhexylsulfonyl)pyridine-2,3-dicarboxylate